(S)-2-((3-(1-(4-(ethylsulfonyl)phenyl)-2-oxo-1,2-dihydro-3H-imidazo[4,5-b]pyridin-3-yl)pyrrolidin-1-yl)methyl)-1-methyl-1H-imidazole-5-carboxylic acid tert-butyl ester C(C)(C)(C)OC(=O)C1=CN=C(N1C)CN1C[C@H](CC1)N1C(N(C=2C1=NC=CC2)C2=CC=C(C=C2)S(=O)(=O)CC)=O